CC1=C(C=CC(=C1)S(N)(=O)=O)B(O)O (2-methyl-4-sulfamoylphenyl)boronic acid